3-(2,4-Dichlorophenyl)-4-(4-((1-(3-fluoropropyl)pyrrolidin-3-yl)methyl)phenyl)-2H-thiochromene ClC1=C(C=CC(=C1)Cl)C=1CSC2=CC=CC=C2C1C1=CC=C(C=C1)CC1CN(CC1)CCCF